3-(3-isocyanatopropyl)-5-isocyanatomethyl-bicyclo[2.2.1]-heptane N(=C=O)CCCC1CC2CC(C1C2)CN=C=O